IC=1C=NN2C1C=CC(=C2)C(F)(F)F 3-iodo-6-(trifluoromethyl)pyrazolo[1,5-a]pyridine